3,3'-((((((3-(2-carboxy-2-(pyrrolidin-3-yl)ethyl)phenyl)carbamoyl)azanediyl)bis(ethane-2,1-diyl))bis(oxy))bis(3,1-phenylene))bis(2-(pyrrolidin-3-yl)propanoic acid) C(=O)(O)C(CC=1C=C(C=CC1)NC(=O)N(CCOC=1C=C(C=CC1)CC(C(=O)O)C1CNCC1)CCOC=1C=C(C=CC1)CC(C(=O)O)C1CNCC1)C1CNCC1